BrC(C(=O)NCC(F)(F)F)CC 2-bromo-N-(2,2,2-trifluoroethyl)butanamide